ClC1=C(C=C(C(=C1)N)N)CC1=C(C=C(C(=C1)N)N)Cl bis(2-chloro-4,5-diaminophenyl)methane